C1(CC1)NC(C([C@H](C[C@H]1C(NCC1)=O)NC([C@H](CCCC)NC(OC(C(F)(F)C1=CC(=CC=C1)Cl)C=1C=NC=CC1)=O)=O)O)=O 2-(3-chlorophenyl)-2,2-difluoro-1-(pyridin-3-yl)ethyl ((2S)-1-(((2S)-4-(cyclopropylamino)-3-hydroxy-4-oxo-1-((S)-2-oxopyrrolidin-3-yl)butan-2-yl)amino)-1-oxohexan-2-yl)carbamate